(S)-5-(2,2-dimethyltetrahydro-2H-pyran-4-yl)-N-methyl-N-phenyl-7-(4,4,5,5-tetramethyl-1,3,2-dioxaborolan-2-yl)-1H-indole-2-carboxamide CC1(OCC[C@@H](C1)C=1C=C2C=C(NC2=C(C1)B1OC(C(O1)(C)C)(C)C)C(=O)N(C1=CC=CC=C1)C)C